C1(=CC=CC=C1)N1C(CCC1)C=1N=C(SC1)N 4-(1-phenylpyrrolidin-2-yl)thiazol-2-amine